iron-manganese-lead-zinc-silver [Ag].[Zn].[Pb].[Mn].[Fe]